2-[N-bis-(3-dimethylaminopropyl)-amino]-4-[2,3-dihydro-3-methyl-(benzo-1,3-thiazol-2-yl)-methylidene]-1-phenyl-quinolinium CN\1C2=CC=CC=C2S/C1=C\C3=CC(=[N+](C4=CC=CC=C43)C5=CC=CC=C5)N(CCCN(C)C)CCCN(C)C